Pyrazine-2,3-dione N=1C(C(N=CC1)=O)=O